(E)-N-(3-cyano-7-ethoxy-4-(3-ethynylphenylamino)quinolin-6-yl)-4-(dimethylamino)but-2-enamide maleate monohydrate O.C(\C=C/C(=O)O)(=O)O.C(#N)C=1C=NC2=CC(=C(C=C2C1NC1=CC(=CC=C1)C#C)NC(\C=C\CN(C)C)=O)OCC